3-(6-(1H-Pyrazol-1-yl)pyridin-2-yl)-3-(5-(2-(5,6,7,8-tetrahydro-1,8-naphthyridin-2-yl)ethoxy)-1H-indazol-1-yl)propanoic acid N1(N=CC=C1)C1=CC=CC(=N1)C(CC(=O)O)N1N=CC2=CC(=CC=C12)OCCC1=NC=2NCCCC2C=C1